(2,6-Dimethoxypyridin-3-yl)boronic acid COC1=NC(=CC=C1B(O)O)OC